(2-hydroxyethyloxy)amid OCCO[NH-]